NC1CCN(CC1)C[C@@H]([C@H]([C@@H](CCO)O)O)O (3R,4S,5S)-6-(4-aminopiperidin-1-yl)hexane-1,3,4,5-tetrol